α-[[(4-Methylcyclohexyl)amino]methyl]-4-pyridinemethanol CC1CCC(CC1)NCC(O)C1=CC=NC=C1